N-[(3,5-difluoropyridin-2-yl)methyl]-2-[4-(8-methoxy-3,4-dihydroisoquinolin-2(1H)-yl)piperidin-1-yl]-1,3-thiazole-5-carboxamide FC=1C(=NC=C(C1)F)CNC(=O)C1=CN=C(S1)N1CCC(CC1)N1CC2=C(C=CC=C2CC1)OC